C(C1=CC=CC=C1)C=1NC(=NN1)C(=O)NC1=NC=CC(=C1)C1=C(C=CC(=C1)OCCCOC)C(F)(F)F 5-benzyl-N-(4-(5-(3-methoxypropoxy)-2-(trifluoromethyl)phenyl)pyridin-2-yl)-4H-1,2,4-triazole-3-carboxamide